4-bromo-2-(2,4-dichlorophenyl)-2-methylbenzo[d][1,3]dioxol BrC1=CC=CC=2OC(OC21)(C)C2=C(C=C(C=C2)Cl)Cl